C(C1=CC=CC=C1)N1C(CC[C@@H]1CO[Si](C1=CC=CC=C1)(C1=CC=CC=C1)C(C)(C)C)=O (R)-1-benzyl-5-(((tert-butyldiphenylsilyl)oxy)methyl)pyrrolidin-2-one